C(C)(C)(C)OC(=O)N1CC(OCC1)CC1=CC(=C(C=C1)N1CCC(CC1)C(=O)OC)Cl.N(=C=O)CCC[Si](OCC)(OCC)CC isocyanatopropyl-ethyldiethoxysilane tert-butyl-2-[[3-chloro-4-(4-methoxycarbonyl-1-piperidyl)phenyl]methyl]morpholine-4-carboxylate